tert-butyl (2-((tert-butyldimethylsilyl)oxy)-2-(5-vinylbenzo[d][1,3]dioxol-4-yl) ethyl)(methyl)carbamate [Si](C)(C)(C(C)(C)C)OC(CN(C(OC(C)(C)C)=O)C)C1=C(C=CC=2OCOC21)C=C